C1(CC1)N1C(=NC(=C1)C(F)(F)F)C1=C(C=C(C=N1)C(=O)OC)F methyl 6-[1-cyclopropyl-4-(trifluoromethyl)imidazol-2-yl]-5-fluoro-pyridine-3-carboxylate